Cl.CC1=C(C(=CC(=C1)C)C)NN 2,4,6-trimethylphenylhydrazine hydrochloride